(3-((3-chloro-5-(trifluoromethyl)pyridin-2-yl)methoxy)-5-(piperidine-1-carbonyl)isoquinolin-7-yl)(4-(4-methyl-1H-pyrazol-1-yl)piperidin-1-yl)methanone ClC=1C(=NC=C(C1)C(F)(F)F)COC=1N=CC2=CC(=CC(=C2C1)C(=O)N1CCCCC1)C(=O)N1CCC(CC1)N1N=CC(=C1)C